racemic-trans-2-(diphenylphosphino)-1-cyclohexanecarboxylic acid C1(=CC=CC=C1)P([C@H]1[C@@H](CCCC1)C(=O)O)C1=CC=CC=C1 |r|